4-(1-(cyclopropanecarbonyl)indol-5-yl)-N-(3-hydroxybenzyl)-5-methylthiazole-2-carboxamide C1(CC1)C(=O)N1C=CC2=CC(=CC=C12)C=1N=C(SC1C)C(=O)NCC1=CC(=CC=C1)O